C(C=C)N1N(C2=NC(=NC=C2C1=O)NC=1C=C2C=NN(C2=CC1)C)C1=CC(=CC=C1)OC1CCN(CC1)C 2-allyl-6-((1-methyl-1H-indazol-5-yl)amino)-1-(3-((1-methylpiperidin-4-yl)oxy)phenyl)-1,2-dihydro-3H-pyrazolo[3,4-d]pyrimidin-3-one